FC(C1=CC(=NC=C1C(=O)O)OCC[Si](C)(C)C)(F)F 4-(trifluoromethyl)-6-(2-(trimethylsilyl)ethaneOxy)nicotinic acid